N[C@H]1[C@@H]2N(C[C@H]1CC2)C(=O)C2=CC1=C(N(C(=N1)C=1N(C3=CC(=CC=C3C1)C=1C=C3CC(NC3=C(C1)F)=O)CC1CC1)C)C(=C2)OC 2'-{5-[(1R,4R,7R)-7-amino-2-azabicyclo[2.2.1]heptane-2-carbonyl]-7-methoxy-1-methyl-1H-1,3-benzodiazol-2-yl}-1'-(cyclopropylmethyl)-7-fluoro-2,3-dihydro-1H,1'H-[5,6'-biindole]-2-one